ClC1=NC(=C2N=CN(C2=N1)C=1C=NC=CC1)NN=CC1=CC(=CC=C1)C 2-Chloro-6-(2-(3-methylbenzylidene)hydrazinyl)-9-(pyridin-3-yl)-9H-purine